3-(5-fluoro-7-methoxy-1H-1,3-benzodiazol-2-yl)-5-(3-fluoro-5-methylphenyl)-4-[4-(methylamino)piperidin-1-yl]pyridin-2-amine FC1=CC2=C(NC(=N2)C=2C(=NC=C(C2N2CCC(CC2)NC)C2=CC(=CC(=C2)C)F)N)C(=C1)OC